C(CCCCCCCCCCCCC)N monomyristylamine